2,N-dicyclohexyl-2-[2-(3,4-dimethyl-phenyl)-benzimidazol-1-yl]-acetamide C1(CCCCC1)C(C(=O)NC1CCCCC1)N1C(=NC2=C1C=CC=C2)C2=CC(=C(C=C2)C)C